C(C)(C)N(C(=O)N1CC=C(CC1)C=1SC2=NC(=CC=C2N1)C1=CC=C(C=C1)S(=O)(=O)C)C(C)C N,N-diisopropyl-4-(5-(4-(methylsulfonyl)phenyl)thiazolo[5,4-b]pyridin-2-yl)-5,6-dihydropyridine-1(2H)-carboxamide